Cl[Mo+2](Cl)Cl trichloromolybdenum(V)